BrC1=C([C@H]2[C@@H](C[C@@H]1O2)O)C(=O)NC2=CC(=C(C=C2)Cl)Cl (1S,4S,6R)-3-bromo-N-(3,4-dichlorophenyl)-6-hydroxy-7-oxabicyclo[2.2.1]Hept-2-ene-2-carboxamide